BrC1=CC=CC=2C=3C(CN(C3C=CC21)C(NC2=CC=CC=C2)=N)C 6-Bromo-1-methyl-N-phenyl-1,2-dihydro-3H-benzo[e]indole-3-carboximidamide